(R)-6-chloro-3-((1-(3,6-dimethyl-4-oxo-2-(1-phenyl-1,4,6,7-tetrahydro-5H-pyrazolo[4,3-c]pyridin-5-yl)-3,4-dihydroquinazolin-8-yl)ethyl)amino)-N-(methylsulfonyl)picolinamide ClC1=CC=C(C(=N1)C(=O)NS(=O)(=O)C)N[C@H](C)C=1C=C(C=C2C(N(C(=NC12)N1CC2=C(CC1)N(N=C2)C2=CC=CC=C2)C)=O)C